mercapto-methyl-1,3-dimethylbenzenethiol SC1=C(C(C(C=C1)(S)C)C)C